methyl 5-((1-(5-((tert-butoxycarbonyl)amino)pentyl)-5-(hydroxymethyl)-1H-benzo[d]imidazol-2-yl)carbamoyl)-2-fluorobenzoate C(C)(C)(C)OC(=O)NCCCCCN1C(=NC2=C1C=CC(=C2)CO)NC(=O)C=2C=CC(=C(C(=O)OC)C2)F